C(C1=NC(=NC=N1)N1N=C2C(=N1)C=CC=C2)C2=NC(=NC=N2)N2N=C1C(=N2)C=CC=C1 methylenebis[6-(2H-benzotriazol-2-yl)-1,3,5-triazine]